bistrimethylsilylbenzene-d4 C[Si](C)(C)C=1C(=C(C(=C(C1[2H])[2H])[2H])[2H])[Si](C)(C)C